COC1=C(C[C@H]2N(CC[C@@H]2C)C(=O)OC(C)(C)C)C=CC=C1 |o1:5,9| tert-Butyl (2R*,3S*)-2-(2-methoxybenzyl)-3-methylpyrrolidine-1-carboxylate